5-methyl-1-((2-(trimethylsilyl) ethoxy) methyl)-1H-imidazole-4-carboxylate CC1=C(N=CN1COCC[Si](C)(C)C)C(=O)[O-]